BrC1=C2C=NN(C2=CC=C1[N+](=O)[O-])C(C)(C)C 4-bromo-1-tert-butyl-5-nitro-indazole